(3R/S)-3-(4-{[(2E,6E)-3,7,11-trimethyldodeca-2,6,10-trien-1-yl]oxy}-phenyl)hex-4-ynoic acid C\C(=C/COC1=CC=C(C=C1)[C@@H](CC(=O)O)C#CC)\CC\C=C(\CCC=C(C)C)/C |r|